zinc tetra(mesityl)porphyrin C1(=C(C(=CC(=C1)C)C)C1=C2C=CC(C(=C3C=CC(=C(C=4C=CC(=C(C5=CC=C1N5)C5=C(C=C(C=C5C)C)C)N4)C4=C(C=C(C=C4C)C)C)N3)C3=C(C=C(C=C3C)C)C)=N2)C.[Zn]